(S)-3-(6-methoxy-2-oxo-1,2-dihydro-3H-imidazo[4,5-b]pyridin-3-yl)pyrrolidine-1-carboxylic acid tert-butyl ester C(C)(C)(C)OC(=O)N1C[C@H](CC1)N1C(NC=2C1=NC=C(C2)OC)=O